6-chloro-2-(4-fluoro-1-cyclopropylpiperidin-4-yl)pyrido[3,4-d]pyrimidin-4(3H)-one ClC1=CC2=C(N=C(NC2=O)C2(CCN(CC2)C2CC2)F)C=N1